C(CCCCC)(=O)OCC(C)CBr 2-(bromomethyl)propyl hexanoate